8-(1-(4-(5-(difluoromethyl)-1,3,4-oxadiazol-2-yl)-2,6-difluorobenzyl)-1H-1,2,3-triazol-4-yl)-4-methyl-1,3,4,5-tetrahydro-2H-benzo[e][1,4]diazepine FC(C1=NN=C(O1)C1=CC(=C(CN2N=NC(=C2)C=2C=CC3=C(NCCN(C3)C)C2)C(=C1)F)F)F